2-cyclopropyl-N-(4-methyl-3-((3-(9-(tetrahydro-2H-pyran-2-yl)-9H-purin-6-yl)pyridin-2-yl)amino)phenyl)isonicotinamide C1(CC1)C=1C=C(C(=O)NC2=CC(=C(C=C2)C)NC2=NC=CC=C2C2=C3N=CN(C3=NC=N2)C2OCCCC2)C=CN1